C1=CC=C2C(=C1)C(=CN2)CCCC(=O)NCCOCCOCCOCCOCCOCCOCCOCCOCCOCCOCCOCCOCCOCCOCCOCCOCCOCCOCCOCCOCCOCCOCCOCCOCCC(=O)NC(CCCCNC(=O)C3=CC=C(O3)[N+](=O)[O-])C(=O)N The molecule is a polyether that consists of a poly(ethylene glycol) chain with an indol-3-yl-butanamido group at one end and a multifunctionalised alkyl group, in turn containing nitrofuran and amido moieties, at the other. It is a C-nitro compound, a member of furans, a member of indoles, a polyether and a monocarboxylic acid amide.